CC([C@@H](C(=O)N1[C@@H]([C@H]2C([C@H]2C1)(C)C)C(=O)O)NC(CC1CCOCC1)=O)(C)C (1R,2S,5S)-3-[(2S)-3,3-dimethyl-2-[(2-tetrahydropyran-4-ylacetyl)amino]butanoyl]-6,6-dimethyl-3-azabicyclo[3.1.0]hexane-2-carboxylic acid